C(C)C1(CN(C1)C=1OC(=C(N1)C(=O)NC1=CC(=C(C(=C1)F)OC1COCCC1)F)CC(F)(F)F)CC 2-(3,3-diethylazetidin-1-yl)-N-(3,5-difluoro-4-((tetrahydro-2H-pyran-3-yl)oxy)phenyl)-5-(2,2,2-trifluoroethyl)oxazole-4-carboxamide